14-oxa-4,7,10-trioxa-13-azaheptadecane CCCOCCOCCOCCNOCCC